C(C)(=O)OC1=CC1.[Na] sodium cycloprop-1-en-1-yl acetate